CC1=NC=CC(=C1C)C1=CC(=NN1)C(=O)N1[C@H]2CC(C[C@@H]1CC2)C(=O)NC2CCC(CC2)(C(F)(F)F)O (1r,3s,5s)-8-(5-(2,3-dimethylpyridin-4-yl)-1H-pyrazole-3-carbonyl)-N-((1r,4r)-4-hydroxy-4-(trifluoromethyl)cyclohexyl)-8-azabicyclo[3.2.1]octane-3-carboxamide